(7-amino-5-((3S)-2-((R)-3-cyclohexyl-2-(4-(methylsulfonyl)benzamido)propanoyl)-2-azabicyclo[2.2.1]heptane-3-carboxamido)-6,7-dioxoheptyl)carbamic acid benzyl ester C(C1=CC=CC=C1)OC(NCCCCC(C(C(=O)N)=O)NC(=O)[C@H]1N(C2CCC1C2)C([C@@H](CC2CCCCC2)NC(C2=CC=C(C=C2)S(=O)(=O)C)=O)=O)=O